CC1=NC=CC(=C1)C1=NN2C(C(=CC=C2)C=2C=NC(=CC2)N2CCNCC2)=C1C#N (2-methylpyridin-4-yl)-4-(6-(piperazin-1-yl)pyridin-3-yl)pyrazolo[1,5-a]pyridine-3-carbonitrile